NCCOCCOC=1C=C(C=CC1)C(C(=O)N[C@@H](C(=O)NCC1=CC=C(C=C1)CNC(=O)N)CCCNC(=N)N)C1=CC=CC=C1 (2R)-2-(2-(3-(2-(2-aminoethoxy)ethoxy)phenyl)-2-phenylacetamido)-5-guanidino-N-(4-(ureidomethyl)benzyl)pentanamide